6-fluoro-N-(tetrahydro-2H-pyran-4-yl)picolinamide tert-butyl-(R)-(1-(3'-(((5-fluoro-2-methoxyphenyl)(1H-indole-2-yl)methyl)carbamoyl)-[1,1'-biphenyl]-4-yl)piperidine-4-yl)carbamate C(C)(C)(C)N(C(O)=O)C1CCN(CC1)C1=CC=C(C=C1)C1=CC(=CC=C1)C(N[C@@H](C=1NC2=CC=CC=C2C1)C1=C(C=CC(=C1)F)OC)=O.FC1=CC=CC(=N1)C(=O)NC1CCOCC1